ON1C([N+](=CC1(C)C)[O-])(C)C 1-hydroxy-2,2,5,5-tetramethyl-3-imidazoline 3-oxide